The molecule is a C4-dicarboxylic acid that is succinic acid substituted at position 2 by a chloro group. It is an alpha,omega-dicarboxylic acid, a C4-dicarboxylic acid and a chlorocarboxylic acid. It derives from a succinic acid. C(C(C(=O)O)Cl)C(=O)O